4-(1,4-dioxan-2-yl)-2-methylquinoline O1C(COCC1)C1=CC(=NC2=CC=CC=C12)C